N-((3S,4S)-3-amino-1-(5-(3-cyano-6-ethoxypyrazolo[1,5-a]pyridin-4-yl)pyridin-2-yl)piperidin-4-yl)-2-chloro-6-methylbenzamide N[C@H]1CN(CC[C@@H]1NC(C1=C(C=CC=C1C)Cl)=O)C1=NC=C(C=C1)C=1C=2N(C=C(C1)OCC)N=CC2C#N